FC=1C=C(C(=NC1)[N+](=O)[O-])NC1CCN(CC1)C(=O)OC(C)(C)C tert-butyl 4-[(5-fluoro-2-nitro-3-pyridyl)amino]piperidine-1-carboxylate